ClC1=CC=C(C=N1)CC(=O)NC1=CC=C(N=N1)CCCCN1N=NC(=C1)C(=O)NC 1-(4-{6-[2-(6-chloropyridin-3-yl)acetamido]pyridazin-3-yl}butyl)-N-methyl-1H-1,2,3-triazole-4-carboxamide